3-(3,5-dichlorophenyl)-7-fluoro-4,5-dihydro-1H-benzo[g]indole-2-carboxylic acid ClC=1C=C(C=C(C1)Cl)C1=C(NC=2C3=C(CCC12)C=C(C=C3)F)C(=O)O